C(C1=CC=CC=C1)C1=CC=C(C=C1)C 4-Benzyltoluol